2-(1-benzyl-4-oxo-1,2-dihydro-quinazolin-3(4H)-yl)acetic acid C(C1=CC=CC=C1)N1CN(C(C2=CC=CC=C12)=O)CC(=O)O